ClC1=C(OC(C)OC2=C(C=CC=C2)Cl)C=CC=C1 bis(2-chlorophenoxy)ethane